N-(4-bromophenyl)-5-(5-(6-methylpyridin-2-yl)-1-(tetrahydro-2H-pyran-2-yl)-1H-pyrazol-4-yl)-2-nitroaniline BrC1=CC=C(C=C1)NC1=C(C=CC(=C1)C=1C=NN(C1C1=NC(=CC=C1)C)C1OCCCC1)[N+](=O)[O-]